2-{2-bromo-5-ethyl-6-[4-(5-hydroxy-6-methylpyrimidine-4-carbonyl)piperazin-1-yl]-7-oxo-[1,2,4]triazolo[1,5-a]pyrimidin-4-yl}-N-[2-chloro-4-(trifluoromethyl)phenyl]acetamide BrC1=NN2C(N(C(=C(C2=O)N2CCN(CC2)C(=O)C2=NC=NC(=C2O)C)CC)CC(=O)NC2=C(C=C(C=C2)C(F)(F)F)Cl)=N1